3-(Benzo[d][1,3]dioxol-5-yl)-1,5-dimethyl-1H-pyrazol-4-ol O1COC2=C1C=CC(=C2)C2=NN(C(=C2O)C)C